Bromophenyl-phosphorus Br[P]C1=CC=CC=C1